4-amino-1,7-dimethyl-1H-pyrazolo[4,3-c]quinoline-8-carboxylic acid NC1=NC=2C=C(C(=CC2C2=C1C=NN2C)C(=O)O)C